N1(CCCC1)CC=1C=C(C=CC1)NC=1SC2=C(N1)C=CC(=C2)C#N 2-(3-(pyrrolidin-1-ylmethyl)phenylamino)-6-cyanobenzo[d]thiazole